COC(=O)C=1N=C(C2=C(C(=CC=C2C1OCC1=CC=CC=C1)Cl)OC1=CC=CC=C1)NC(=S)NC(=O)OCC.C(=C)[Si](OCC(F)(F)F)(OCC(F)(F)F)OCC(F)(F)F vinyl-tris(2,2,2-trifluoroethoxy)silane methyl-4-(benzyloxy)-7-chloro-1-(3-(ethoxycarbonyl)thioureido)-8-phenoxyisoquinoline-3-carboxylate